N-ethyl-N-propyl-toluidine C(C)N(C=1C(=CC=CC1)C)CCC